(R)-4-(1-(4-(phenylamino)-1-(4-(trifluoromethyl)benzyl)-1H-indol-7-amido)ethyl)benzoic acid C1(=CC=CC=C1)NC1=C2C=CN(C2=C(C=C1)C(=O)N[C@H](C)C1=CC=C(C(=O)O)C=C1)CC1=CC=C(C=C1)C(F)(F)F